1-(3-bromo-2-fluorophenyl)but-3-en-2-amine BrC=1C(=C(C=CC1)CC(C=C)N)F